COC1=CC2=CC3=C(C(OC3)=O)C(=C2C=C1OC)C=1C=NC(=NC1)N1CC(OC(C1)(C)C)(C)C 6,7-dimethoxy-9-(2-(2,2,6,6-tetramethylmorpholino)pyrimidin-5-yl)naphtho[2,3-c]furan-1(3H)-one